ethyl 2-((1,2,3,5,6,7-hexahydro-s-indacen-4-yl)amino)-5-(pyridin-2-yl)-4,5-dihydrooxazole-5-carboxylate C1CCC2=C(C=3CCCC3C=C12)NC=1OC(CN1)(C(=O)OCC)C1=NC=CC=C1